ClC1=NC=NC2=CC(=CC(=C12)OCC1=CC=C(C=C1)OC)N1CCOCC1 4-[4-chloro-5-[(4-methoxyphenyl)methoxy]quinazolin-7-yl]morpholine